ClC1=NC2=CC(=C(C=C2N=C1Cl)OC)OC 2,3-dichloro-6,7-dimethoxyquinoxaline